1-(3-((5-chloro-2-((3-methyl-1-(1-methylpyrrolidin-3-yl)-1H-pyrazol-4-yl)amino)pyrimidin-4-yl)amino)propyl)pyrrolidin-2-one ClC=1C(=NC(=NC1)NC=1C(=NN(C1)C1CN(CC1)C)C)NCCCN1C(CCC1)=O